BrC1=C(C(=CC2=C(C=CC=C12)Br)C1=C(C=CC(=C1)C)S(=O)(=O)N)C(O)C1=C(C=CC(=C1)F)Cl {4,8-dibromo-3-[(2-chloro-5-fluorophenyl)(hydroxy)methyl]-2-naphthyl}-4-methylbenzenesulfonamide